3,3,7-trimethyl-5-((5-methyl-4-(pentan-3-ylamino)pyrimidin-2-yl)amino)benzo[c][1,2]oxaborol-1(3H)-ol CC1(C2=C(B(O1)O)C(=CC(=C2)NC2=NC=C(C(=N2)NC(CC)CC)C)C)C